2-fluoro-3-[(3-methoxypropyl)(phenylcarbonyl)amino]benzoic acid FC1=C(C(=O)O)C=CC=C1N(C(=O)C1=CC=CC=C1)CCCOC